bis(5-amino-2-pyridyl)-N,N'-di(tert-butoxycarbonyl)ethylenediamine NC=1C=CC(=NC1)N(CCN(C(=O)OC(C)(C)C)C1=NC=C(C=C1)N)C(=O)OC(C)(C)C